2-amino-4-(dimethylaminoethylamino)carbonyl-pyridine tert-butyl-4-[[3-(2,4-dioxohexahydropyrimidin-1-yl)-1-methyl-indazol-6-yl]amino]-3,3-difluoro-piperidine-1-carboxylate C(C)(C)(C)OC(=O)N1CC(C(CC1)NC1=CC=C2C(=NN(C2=C1)C)N1C(NC(CC1)=O)=O)(F)F.NC1=NC=CC(=C1)C(=O)NCCN(C)C